3-[(5-tert-butyl-1H-imidazol-4-yl)methylene]-6-(benzylidene)-2,5-piperazinedione benzenesulfonate C1(=CC=CC=C1)S(=O)(=O)O.C(C)(C)(C)C1=C(N=CN1)C=C1C(NC(C(N1)=O)=CC1=CC=CC=C1)=O